CC1=C(C=NC(=C1C(=O)NC1=CC(=NC=C1)[S@@](=O)(=N)C)N1CCC2(C(C2(F)F)(F)F)CC1)C(F)(F)F (R)-4-methyl-N-(2-(S-methylsulfonimidoyl)pyridin-4-yl)-2-(1,1,2,2-tetrafluoro-6-azaspiro[2.5]octan-6-yl)-5-(trifluoromethyl)nicotinamide